2,3-dichlorobutanenitrile ClC(C#N)C(C)Cl